COC=1C=C2C(=CNC2=CC1)CCN1CCC(CC1)(COC)N(C(CC)=O)C1=CC=CC=C1 N-(1-(2-(5-methoxy-1H-indol-3-yl)ethyl)-4-(methoxymethyl)piperidin-4-yl)-N-phenylpropionamide